N(=[N+]=[N-])[C@@H]1C[C@H](CCC1=O)C(=O)OCC ethyl (1S,3R)-3-azido-4-oxocyclohexane-1-carboxylate